dihydroxymethylbutanol-tris[3-(1-aziridinyl) propionate] N1(CC1)CCC(=O)O.N1(CC1)CCC(=O)O.N1(CC1)CCC(=O)O.OC(O)C(CCC)O